OCC1=CC=CC(=N1)N1CC(C1)(O)C 1-(6-(Hydroxymethyl)pyridin-2-yl)-3-methylazetidin-3-ol